P(=O)(OC(CCCCCC)CC)(OC(CCCCCC)CC)[O-] di-(ethyl heptyl) phosphate